CC1(OB(OC1(C)C)C1=CCC2(CN(C2)C(=O)OCCCC)CC1)C butyl 7-(4,4,5,5-tetramethyl-1,3,2-dioxaborolan-2-yl)-2-azaspiro[3.5]non-6-ene-2-carboxylate